methyl 2-(2-bromophenoxy)-5-chlorobenzoate BrC1=C(OC2=C(C(=O)OC)C=C(C=C2)Cl)C=CC=C1